2-[(2S)-2-methylazetidin-1-yl]-6-[1-(4-piperidinyl)pyrazol-4-yl]-4-(trifluoromethyl)pyridine-3-carbonitrile C[C@@H]1N(CC1)C1=NC(=CC(=C1C#N)C(F)(F)F)C=1C=NN(C1)C1CCNCC1